COS(=O)(=O)OC.C(C(=C)C)(=O)OCCN(C)C 2-dimethylaminoethyl methacrylate dimethyl-sulfate